FC(C(=O)O)(F)F.ClC1=CC=C2C(=C(N(C2=C1C=1C(=NN(C1C)C)C)CCN1CCC(CC1)N1CCNCC1)C(=O)O)CCCOC1=CC=CC2=CC(=CC=C12)F 6-chloro-3-{3-[(6-fluoronaphthalen-1-yl)oxy]propyl}-1-{2-[4-(piperazin-1-yl)piperidin-1-yl]ethyl}-7-(1,3,5-trimethyl-1H-pyrazol-4-yl)-1H-indole-2-carboxylic acid trifluoroacetate